6-(6-chloro-2-[[2-(dimethylamino)ethyl]amino]-4-(piperazin-1-yl)quinazolin-7-yl)-5-(trifluoromethyl)pyridin-2-amine ClC=1C=C2C(=NC(=NC2=CC1C1=C(C=CC(=N1)N)C(F)(F)F)NCCN(C)C)N1CCNCC1